dimethyl-decenamide CC(=C(C(=O)N)C)CCCCCCC